C(C1=CC=CC=C1)OC1=C(C(=C(C(=O)OCOC)C(=C1C)OCOC)C)Br methoxymethyl 4-(benzyloxy)-3-bromo-6-(methoxymethoxy)-2,5-dimethylbenzoate